CC=1C=C(C=CC1C)C1=CC=C(C(N1)=O)N1CC2(C1)CS(C=C2)(=O)=O 6-(3,4-dimethylphenyl)-3-(6,6-dioxido-6-thia-2-azaspiro[3.4]oct-7-en-2-yl)pyridin-2(1H)-one